N[C@@H](CCSC)C(=O)O.[Se] selenium (methionine)